ClC1=C(C=C(C=C1)OC)C1=NC(=NC=C1)NC1=CC=C(C=C1)C(F)(F)F 4-(2-chloro-5-methoxyphenyl)-N-(4-(trifluoromethyl)phenyl)pyrimidin-2-amine